2-({8-[cholest-5-en-3-yloxy]octyl}oxy)-N,N-dimethyl-3-[(9Z,12Z)-octadecane-9,12-dien-1-yloxy]propan-1-amine CC(C)CCC[C@@H](C)[C@H]1CC[C@H]2[C@@H]3CC=C4CC(CC[C@]4(C)[C@H]3CC[C@]12C)OCCCCCCCCOC(CN(C)C)COCCCCCCCC\C=C/C\C=C/CCCCC